C1(=CC=CC2=CC=CC=C12)S(=O)(=O)[O-] naphthalensulphonate